NC1=NC(=CC(=N1)NCCCC)CC1=CC=C(C=C1)OCCNC 2-amino-4-(butylamino)-6-(4-(2-(methylamino)ethoxy)benzyl)pyrimidine